2-chloro-N-(5-((E)-2-(2-(((1r,4r)-4-(dimethylamino)cyclohexyl)amino)pyrimidin-5-yl)vinyl)-6-methoxypyridin-2-yl)-3-fluorobenzenesulfonamide ClC1=C(C=CC=C1F)S(=O)(=O)NC1=NC(=C(C=C1)\C=C\C=1C=NC(=NC1)NC1CCC(CC1)N(C)C)OC